FC=1C=C(C=C(C1C=1N=C2N(C=C(C(=N2)C=2CC(NC(C2)(C)C)(C)C)F)C1)O)C1=CC(N(C=C1)C)=O 4-(3-fluoro-4-(6-fluoro-7-(2,2,6,6-tetramethyl-1,2,3,6-tetrahydropyridin-4-yl)imidazo[1,2-a]pyrimidin-2-yl)-5-hydroxyphenyl)-1-methylpyridin-2(1H)-one